3-Butyl-1-ethoxy-4-(phenylselanyl)benzo[c][1,2]oxaphosphinine 1-oxide C(CCC)C1=C(C2=C(P(O1)(OCC)=O)C=CC=C2)[Se]C2=CC=CC=C2